CN1C(C(CCC1=O)N1C(C2=CC=CC(=C2C1=O)OCC(=O)O)=O)=O ((2-(1-methyl-2,6-dioxopiperidin-3-yl)-1,3-dioxoisoindolin-4-yl)oxy)acetic acid